Methyl 3-((3-(cyclopropylcarbamoyl)-8-((4-methoxybenzyl)(methyl)amino)imidazo[1,2-b]pyridazin-6-yl)amino)-2-oxo-2H-[1,2'-bipyridine]-5'-carboxylate C1(CC1)NC(=O)C1=CN=C2N1N=C(C=C2N(C)CC2=CC=C(C=C2)OC)NC=2C(N(C=CC2)C2=NC=C(C=C2)C(=O)OC)=O